ClC=1C=NC=C(C1C(ON1N=C(C2=CC=CC=C12)C(=O)NC=1C=NC(=CC1)N1CCOCC1)C)Cl 1-(3,5-dichloropyridin-4-yl)ethoxyl-N-(6-morpholinopyridin-3-yl)-1H-indazole-3-carboxamide